C(C)(C)C1=C(C=CC(=N1)C1CCC2(CNC2)CC1)C 7-(6-isopropyl-5-methylpyridin-2-yl)-2-azaspiro[3.5]Nonane